2-chloro-1-[(3,3-difluorocyclobutyl)methoxy]-3-fluoro-4-nitro-benzene ClC1=C(C=CC(=C1F)[N+](=O)[O-])OCC1CC(C1)(F)F